C(CCCCC(=O)OCCC(CCCCCC)CCCCCC)(=O)OCC(COC(CCC(OCCCCCCCC)OCCCCCCCC)=O)CO 3-((4,4-bis(octyloxy)butanoyl)oxy)-2-(hydroxymethyl)propyl (3-hexylnonyl) adipate